propioin CCC(C(O)CC)=O